5-bromo-N2-ethyl-3-fluoro-benzene-1,2-diamine BrC1=CC(=C(C(=C1)N)NCC)F